5-{[(benzyloxy)carbonyl]Amino}-2-[5-(4-chlorophenyl)-1,3,4-oxadiazol-2-yl]Piperidine-1-carboxylic acid tert-butyl ester C(C)(C)(C)OC(=O)N1C(CCC(C1)NC(=O)OCC1=CC=CC=C1)C=1OC(=NN1)C1=CC=C(C=C1)Cl